COC(=O)C1=C(C=NN1CC1=C(C=C(C=C1)C(=O)OC)OC)[N+](=O)[O-].BrC1=C2C(=NC(=C1)N1C=NC=C1)C=CN2 7-Bromo-5-(1H-imidazol-1-yl)-1H-pyrrolo[3,2-b]pyridine Methyl-1-(2-methoxy-4-(methoxycarbonyl)benzyl)-4-nitro-1H-pyrazole-5-carboxylate